2-[6-[4-(2-[3-[4-(3-[3-Amino-6-[2-(methoxymethoxy)phenyl]pyridazin-4-yl]-3,8-diazabicyclo[3.2.1]octan-8-yl)pyridin-2-yl]propoxy]ethyl)piperazin-1-yl]pyridin-3-yl]acetic acid NC=1N=NC(=CC1N1CC2CCC(C1)N2C2=CC(=NC=C2)CCCOCCN2CCN(CC2)C2=CC=C(C=N2)CC(=O)O)C2=C(C=CC=C2)OCOC